bis(tertbutyl)-L-glutamate hydrochloride Cl.C(C)(C)(C)OC([C@@H](N)CCC(=O)OC(C)(C)C)=O